ClC1=C(N(C2=C1C(=C1C(=N2)CCCCC1)N)CCCN(C)C)C 3-chloro-1-(3-(dimethylamino)propyl)-2-methyl-1,5,6,7,8,9-hexahydrocyclohepta[b]pyrrolo[3,2-e]pyridin-4-amine